1,6-bis-(trimethoxysilyl)hexane CO[Si](CCCCCC[Si](OC)(OC)OC)(OC)OC